COC[C@@H](CO)O (2R)-3-methoxypropan-1,2-diol